ClC=1C=C(C=CC1C1CC1)C=1C=C2CC[C@@H](C2=CC1)N1CC(C1)C(=O)O (S)-1-(5-(3-chloro-4-cyclopropylphenyl)-2,3-dihydro-1H-inden-1-yl)azetidine-3-carboxylic acid